N-(trans-4-((4-(4-chloro-1H-pyrazol-3-yl)-5-(trifluoromethyl)pyrimidin-2-yl)amino)cyclohexyl)-N-(5-(2-methoxypyrimidin-5-yl)pyrazin-2-yl)azetidine-1-carboxamide ClC=1C(=NNC1)C1=NC(=NC=C1C(F)(F)F)N[C@@H]1CC[C@H](CC1)N(C(=O)N1CCC1)C1=NC=C(N=C1)C=1C=NC(=NC1)OC